FC=1C=C(C(=O)NC=2C=C3C(=CN(C3=CC2)C2CCCC2)C#N)C=CN1 2-fluoro-N-(3-cyano-1-cyclopentyl-1H-indol-5-yl)isonicotinamide